C[Si](C#CCC)(C#CCC)C dimethyldi(1-butynyl)silane